C1(=CC=CC=C1)C1=C(C(=C(C=2C3=C(C=NC21)C=CC=C3)C3=CC=CC=C3)C3=CC=CC=C3)C3=CC=CC=C3 tetraphenyl-Dibenzopyridine